F[B-](F)(F)F.C(C)(C)C1=C(C(=CC=C1)C(C)C)[N+]1=CN(C=2C1=NC=CC2)C2=C(C=C(C=C2C(C)C)C(C)C)C(C)C 3-(2,6-diisopropylphenyl)-1-(2,4,6-triisopropylphenyl)-1H-imidazo[4,5-b]pyridin-3-ium tetrafluoroborate salt